ClC=1N=C2N(N=CC(=C2[C@H](C)OC)NC2=CC=C(C=C2)[C@@H](C(F)(F)F)N(C(=O)C2CCN(CC2)C(COC(C)=O)=O)C)C1 [2-[4-[[(1S)-1-[4-[[2-chloro-8-[(1S)-1-methoxyethyl]imidazo[1,2-b]pyridazin-7-yl]amino]phenyl]-2,2,2-trifluoro-ethyl]-methyl-carbamoyl]-1-piperidyl]-2-oxo-ethyl]acetate